2-(3-benzyloxycyclobutyl)-7-methoxy-5-(trifluoromethyl)imidazo[1,2-a]pyridine C(C1=CC=CC=C1)OC1CC(C1)C=1N=C2N(C(=CC(=C2)OC)C(F)(F)F)C1